FC(C1=NN(C=C1NC(=O)C=1C=NN2C1N=CC=C2)C2CCC1(CN(C1)C(=O)OC(C)(C)C)CC2)F tert-butyl 7-[3-(difluoromethyl)-4-(pyrazolo[1,5-a]pyrimidine-3-carbonylamino) pyrazol-1-yl]-2-azaspiro[3.5]nonane-2-carboxylate